FC(C(=O)O)(F)F.NCC(=O)NC1=CC=C(C=C1)Cl 2-amino-N-(4-chlorophenyl)acetamide trifluoroacetate salt